3-methoxy-4-pyridinecarboxylic acid COC=1C=NC=CC1C(=O)O